N-(2-(2,4-dioxotetrahydropyrimidin-1(2H)-yl)benzyl)-4,9-dioxo-4,9-dihydronaphtho[2,3-b]furan-2-carboxamide O=C1N(CCC(N1)=O)C1=C(CNC(=O)C2=CC3=C(O2)C(C2=CC=CC=C2C3=O)=O)C=CC=C1